N1=CC=C(C=C1)N1[Se]C2=C(C1=O)C=CC=C2 2-(4-pyridyl)[1,2]benzisoselenazol-3(2H)-one